2-(8-oxabicyclo[3.2.1]oct-3-yl)-5-bromobenzo[d]oxazole C12CC(CC(CC1)O2)C=2OC1=C(N2)C=C(C=C1)Br